CNC(=O)NCCCCCCCCCCCC N-methyl-N'-dodecylurea